C(C)(C)C1=NN(C=N1)C=1C=CC(=C(C(=O)N2CC(C(C3=CC=CC=C23)=O)C)C1)C 1-[5-(3-isopropyl-1,2,4-triazol-1-yl)-2-methyl-benzoyl]-3-methyl-2,3-dihydroquinolin-4-one